O1C(COC2=NC=CC=C21)COC2=NC(N1C(C3=CC=C(C=C3CC1)COCCN1CCOCC1)=C2)=O 2-(2,3-Dihydro-[1,4]dioxino[2,3-b]pyridin-2-ylmethoxy)-9-(2-morpholin-4-yl-ethoxymethyl)-6,7-dihydro-pyrimido[6,1-a]isoquinolin-4-one